N1=CN=CN=C1NCCCCCCCCCCC s-triazin-6-ylaminoundecane